(S)-quinuclidin-3-yl (5-(2,6-dimethoxyphenyl)-6-fluoro-2,2-dimethyl-2,3-dihydro-1H-inden-1-yl)carbamat COC1=C(C(=CC=C1)OC)C=1C=C2CC(C(C2=CC1F)NC(O[C@@H]1CN2CCC1CC2)=O)(C)C